C1=CC=C(C=C1)COC2=CC3=CC=CC=C3N2 Benzyloxyindole